4-[2-[(E,3R)-5-[3-(benzenesulfonamido)phenyl]-3-hydroxypent-4-enoxy]phenyl]butanoic acid C1(=CC=CC=C1)S(=O)(=O)NC=1C=C(C=CC1)/C=C/[C@@H](CCOC1=C(C=CC=C1)CCCC(=O)O)O